(2R,3aS,6S,6aR)-6-[(2-amino-3-bromoquinolin-7-yl)oxy]-2-[4-(2-hydroxypropan-2-yl)-7H-pyrrolo[2,3-d]pyrimidin-7-yl]hexahydro-3aH-cyclopenta[b]furan-3,3a-diol NC1=NC2=CC(=CC=C2C=C1Br)O[C@H]1CC[C@]2([C@@H]1O[C@H](C2O)N2C=CC1=C2N=CN=C1C(C)(C)O)O